BrC=1C=C2C(=CC=NC2=CC1)OC1=CC(=CC(=C1)OC1COCC1)OC 6-bromo-4-(3-methoxy-5-((tetrahydrofuran-3-yl)oxy)phenoxy)quinoline